FC(C=1C=CC=2N(N1)C(=CN2)C2=NC=NC(=C2)N2CCC1=CC=CC=C21)F 6-(difluoromethyl)-3-(6-(indolin-1-yl)pyrimidin-4-yl)imidazo[1,2-b]pyridazine